ClC=1C=CC(=C(C1)N1CCC(CC1)C(=O)O)[N+](=O)[O-] 1-(5-chloro-2-nitrophenyl)piperidine-4-carboxylic acid